1,4-bis(mercaptoethyl)benzene SCCC1=CC=C(C=C1)CCS